4-amino-6-(2,3-dimethylphenoxy)-5-(3-hydroxy-2,6-dimethylphenyl)nicotinamide NC1=C(C(=NC=C1C(=O)N)OC1=C(C(=CC=C1)C)C)C1=C(C(=CC=C1C)O)C